2-(4-Hydroxyphenyl)-6-(3-ethoxyphenyl)-5,7-dimethyl-2,6-dihydro-1H-pyrrolo[3,4-d]pyridazin-1-one OC1=CC=C(C=C1)N1N=CC=2C(C1=O)=C(N(C2C)C2=CC(=CC=C2)OCC)C